6-chloro-3-(2-{3-methoxy-4-[(1r,3r)-3-(dimethylamino)cyclobutoxy]phenyl-amino}-4-pyrimidinylamino)-1,2-dihydro-2-quinolinone ClC=1C=C2C=C(C(NC2=CC1)=O)NC1=NC(=NC=C1)NC1=CC(=C(C=C1)OC1CC(C1)N(C)C)OC